3-chloro-2,5,6,7-tetrahydro-1H-cyclopenta[c]pyridin-1-one ClC1=CC2=C(C(N1)=O)CCC2